2-(3-iodopyrazol-1-yl)-2-methyl-propionic acid tert-butyl ester C(C)(C)(C)OC(C(C)(C)N1N=C(C=C1)I)=O